CN1C2N(CCC1)CCN2 8-methyl-1,2,3,5,6,7-hexahydroimidazo[1,2-a]pyrimidine